C(C)(C)(C)N1C(C=CC1=O)=O N-tertiary butyl-maleimide